[2-(3-Benzyloxy-5-phenyl-quinolin-2-yl)-2-oxo-ethyl]-phosphonic acid dimethyl ester COP(OC)(=O)CC(=O)C1=NC2=CC=CC(=C2C=C1OCC1=CC=CC=C1)C1=CC=CC=C1